C(C(=C)C)(=O)OCCOCCOCCOCCOCCOC1=CC=CC=C1 pentaethylene glycol phenyl ether methacrylate